3-[(5-methyl-2-furoyl)amino]benzoic acid CC1=CC=C(O1)C(=O)NC=1C=C(C(=O)O)C=CC1